COC1=C(CS(=O)(=O)C2=NC=3N(C(N(C(C3N2C)=O)C)=O)C)C=C(C=C1)OC 8-(2,5-Dimethoxybenzylsulfonyl)-1,3,7-trimethyl-1H-purin-2,6(3H,7H)-dion